3-(4-diethylamino-4-methylbenzofuran-3-yl)phthalide C(C)N(C1(C=CC=C2C1=C(CO2)C2OC(=O)C1=CC=CC=C21)C)CC